2-methoxylbenzyl methanesulfonate CS(=O)(=O)OCC1=C(C=CC=C1)OC